6-methyl-N-(4-methyloxazol-2-yl)-7-(pyridin-3-ylethynyl)benzo[d]isoxazol-3-amine CC1=C(C2=C(C(=NO2)NC=2OC=C(N2)C)C=C1)C#CC=1C=NC=CC1